benzene-1,2,4-triyl-triamine C1(=C(C=C(C=C1)N)N)N